BrC1=NC(=CC2=C1OC[C@@H](O2)C)SC (S)-5-bromo-2-methyl-7-(methylthio)-2,3-dihydro-[1,4]dioxino[2,3-c]pyridine